BrC=1C(=CC2=C(SC(=C2C)C)C1)OC 6-bromo-5-methoxy-2,3-dimethylbenzo[b]thiophene